tert-Butyl-((7R)-2-(2-(6-chloro-1-(cyclopropylmethyl)-1H-pyrrolo[2,3-b]pyridin-2-yl)-4-methoxy-3-methylbenzofuran-6-carbonyl)-2-azabicyclo[2.2.1]heptan-7-yl)carbamate C(C)(C)(C)OC(N[C@H]1C2N(CC1CC2)C(=O)C2=CC1=C(C(=C(O1)C1=CC=3C(=NC(=CC3)Cl)N1CC1CC1)C)C(=C2)OC)=O